BrC1=NN=C(S1)C1=CCN(CC1)C(=O)OC(C)(C)C tert-Butyl 4-(5-bromo-1,3,4-thiadiazol-2-yl)-5,6-dihydropyridine-1(2H)-carboxylate